1-(4-hydroxyphenyl)-1H-pyrrole-2,5-dione OC1=CC=C(C=C1)N1C(C=CC1=O)=O